(2S,6S)-2,6-dimethylpiperazine hydrochloride Cl.C[C@@H]1N[C@H](CNC1)C